(2S)-N-(5-(2,4-difluorophenoxy)pyrazin-2-yl)-2-(3,3-dimethyl-4-(6-oxo-1-(2-((tetrahydro-2H-pyran-2-yl)oxy)ethyl)-1,6-dihydropyridine-3-carbonyl)piperazin-1-yl)propenamide FC1=C(OC=2N=CC(=NC2)NC(C(=C)N2CC(N(CC2)C(=O)C2=CN(C(C=C2)=O)CCO[C@@H]2OCCCC2)(C)C)=O)C=CC(=C1)F